sodium N-[2-(hydroxymethyl)phenyl]sulphonamide OCC1=C(C=CC=C1)NS(=O)=O.[Na]